1-[4-(3,3-dimethylpyrrolidin-1-yl)pyridin-2-yl]-N-(1-methylindazol-7-yl)pyrazole-4-sulfonamide CC1(CN(CC1)C1=CC(=NC=C1)N1N=CC(=C1)S(=O)(=O)NC=1C=CC=C2C=NN(C12)C)C